Tert-butyl 2-((6-azaspiro[3.4]octan-6-yl)methyl)-6-((4-(6-(methylsilyl)-1H-indazol-4-yl)-1H-1,2,3-triazol-1-yl)methyl)-1H-indole-1-carboxylate C1CCC12CN(CC2)CC=2N(C1=CC(=CC=C1C2)CN2N=NC(=C2)C2=C1C=NNC1=CC(=C2)[SiH2]C)C(=O)OC(C)(C)C